3-(2,6-dimethylhept-1,5-dienyl)phenol CC(=CC=1C=C(C=CC1)O)CCC=C(C)C